N-cyclopropyl-5-(4-((3-cyclopropyl-2-oxo-2,3-dihydro-1H-pyrimido[4,5,6-de]quinazolin-8-yl)methyl)piperazin-1-yl)-6-methylpicolinamide C1(CC1)NC(C1=NC(=C(C=C1)N1CCN(CC1)CC1=CC=2C3=C(N(C(NC3=C1)=O)C1CC1)N=CN2)C)=O